N-chloroformyl-N-[4-(trifluoromethoxy)phenyl]carbamic acid methyl ester COC(N(C1=CC=C(C=C1)OC(F)(F)F)C(=O)Cl)=O